O([C@@H]1[C@@H](O)[C@@H](O)[C@H](O)[C@H](O1)CO)CC#C propargyl α-D-mannopyranoside